4-(aminomethyl)-5-nitrophenylboronic acid NCC1=CC=C(C=C1[N+](=O)[O-])B(O)O